(3S)-3-[4-[4-(hydroxymethyl)-1-piperidyl]indolin-1-yl]piperidine-2,6-dione OCC1CCN(CC1)C1=C2CCN(C2=CC=C1)[C@@H]1C(NC(CC1)=O)=O